C(#N)C1=C(C=C(C=C1OC([2H])([2H])[2H])CC(=O)O)F 2-(4-cyano-3-fluoro-5-(methoxy-d3)phenyl)acetic acid